N-(17-((2-(2,6-dioxopiperidin-3-yl)-1,3-dioxoisoindolin-4-yl)amino)-3,6,9,12,15-pentaoxaheptadecyl)acetamide O=C1NC(CCC1N1C(C2=CC=CC(=C2C1=O)NCCOCCOCCOCCOCCOCCNC(C)=O)=O)=O